CC(C)(C1=NC=C(C=C1)C2=CN=C3C(=N2)N(C(=O)CN3)C4CCC(CC4)OC)O 7-(6-(2-hydroxypropan-2-yl)pyridin-3-yl)-1-((1r,4r)-4-methoxycyclohexyl)-3,4-dihydropyrazino[2,3-b]pyrazin-2(1H)-one